1-methyl-N-(5-(2-(4-(trifluoromethyl)phenoxy)ethyl)-1H-indol-3-yl)-1H-imidazole-4-sulfonamide CN1C=NC(=C1)S(=O)(=O)NC1=CNC2=CC=C(C=C12)CCOC1=CC=C(C=C1)C(F)(F)F